C/C(/C(=O)OCC)=C\[C@H](C(C)C)NC (S,E)-ethyl 2,5-dimethyl-4-(methylamino)hex-2-enoate